CNC(=S)NN=C(C1=NC=CC=C1)C1=CC=CC=C1 N-methyl-2-(phenyl-(pyridin-2-yl)methylene)hydrazinecarbothioamide